C(CCCCCC)C=1C=2N(C(=CN1)SC1=CC=CC=C1)C=CN2 8-n-heptyl-5-(phenylthio)imidazo[1,2-a]pyrazine